2-(4-(3',5'-di-tert-butyl-5-(pyridin-2-yl)-[1,1'-biphenyl]-3-yl)-1-methyl-1H-benzo[d]imidazol-2-yl)phenol C(C)(C)(C)C=1C=C(C=C(C1)C(C)(C)C)C1=CC(=CC(=C1)C1=NC=CC=C1)C1=CC=CC=2N(C(=NC21)C2=C(C=CC=C2)O)C